2-bromo-butyraldehyde BrC(C=O)CC